r-bis(diphenylphosphanyl)ferrocene C1(=CC=CC=C1)P(C1=CC=CC=C1)[C-]1C=CC=C1.[C-]1(C=CC=C1)P(C1=CC=CC=C1)C1=CC=CC=C1.[Fe+2]